FC(C(C(C(C(C(C(=O)NCC(=O)O)(F)F)(F)F)(F)F)(F)F)(F)F)(C(F)(F)F)F pentadecafluorooctanoylglycine